N-((2-(6-(5-acetyl-2,5-diazabicyclo[2.2.1]heptan-2-yl)pyridin-2-yl)-1,6-naphthyridin-7-yl)methyl)-5-(methylsulfonyl)nicotinamide C(C)(=O)N1C2CN(C(C1)C2)C2=CC=CC(=N2)C2=NC1=CC(=NC=C1C=C2)CNC(C2=CN=CC(=C2)S(=O)(=O)C)=O